(trans)-4-(4-((3-methoxy-4-nitrophenyl)amino)piperidin-1-yl)adamantan-1-ol COC=1C=C(C=CC1[N+](=O)[O-])NC1CCN(CC1)C1C2CC3(CC(CC1C3)C2)O